(3S)-4-[(4R)-4-benzyl-2-oxo-1,3-oxazolidin-3-yl]-3-methyl-4-oxobutanoic acid tert-butyl ester C(C)(C)(C)OC(C[C@@H](C(=O)N1C(OC[C@H]1CC1=CC=CC=C1)=O)C)=O